O1C(CC1)N1CCCCC1 oxetanyl-piperidine